OC=1C2(C3=CC4=CC=CC=C4C3=CC1)C=CC=C1C3=CC=CC=C3N=C12 hydroxy-carbazolespirofluorene